lithium dodecyl (malonate) borate B([O-])(O)O.C(CC(=O)O)(=O)OCCCCCCCCCCCC.[Li+]